C(C)(C)(C)OC(=O)N1OC(CC1C=1SC(=NN1)C)O 5-hydroxy-3-(5-methyl-1,3,4-thiadiazol-2-yl)isoxazolidine-2-carboxylic acid tert-butyl ester